5,6-difluoro-1,8-dimethyl-4-carbonyl-1,4-dihydroquinoline-2-carboxylic acid methyl ester COC(=O)C=1N(C2=C(C=C(C(=C2C(C1)=C=O)F)F)C)C